N-{4-(1-phenylnaphthalen-3-yl)phenyl}-[1,1'-biphenyl]-4-amine C1(=CC=CC=C1)C1=CC(=CC2=CC=CC=C12)C1=CC=C(C=C1)NC1=CC=C(C=C1)C1=CC=CC=C1